(R)-8-acetyl-5,7-dihydroxy-3,4a,6-trimethyl-1-(pyridin-4-yl)-1,4a-dihydro-4H-benzofuro[3,2-f]indazol-4-one C(C)(=O)C1=C(C(=C(C2=C1OC=1[C@@]2(C(C=2C(=NN(C2C1)C1=CC=NC=C1)C)=O)C)O)C)O